1,2-epoxy-1-hexene C1=C(CCCC)O1